N-{4-[7-(1-acetylpiperidin-4-yl)-4-aminopyrrolo[2,1-f][1,2,4]triazin-5-yl]-3-fluorophenyl}-1-(4-fluorophenyl)-2-oxo-1,2-dihydropyridine-3-carboxamide C(C)(=O)N1CCC(CC1)C1=CC(=C2C(=NC=NN21)N)C2=C(C=C(C=C2)NC(=O)C=2C(N(C=CC2)C2=CC=C(C=C2)F)=O)F